5,5-difluoro-4-oxo-trans-2-hexenal FC(C(/C=C/C=O)=O)(C)F